1,2-di(phenylimidazol-2-yl)ethanol C1(=CC=CC=C1)C=1N=C(NC1)C(CC=1NC=C(N1)C1=CC=CC=C1)O